2-(1-cyclopropyl-2-hydroxy-2-methylpropyl)-7-((6,7-dihydro-5H-cyclopenta[b]pyridin-4-yl)methoxy)isoindolin-1-one C1(CC1)C(C(C)(C)O)N1C(C2=C(C=CC=C2C1)OCC1=C2C(=NC=C1)CCC2)=O